(E,E)-Nonadienal C(\C=C\C=C\CCCC)=O